(S)-N-(5-(2-(2-aminopyridin-3-yl)-5-(1-methyl-1H-1,2,4-triazol-3-yl)-3H-imidazo[4,5-b]pyridin-3-yl)-2,3-dihydro-1H-inden-1-yl)-6-methylnicotinamide NC1=NC=CC=C1C1=NC=2C(=NC(=CC2)C2=NN(C=N2)C)N1C=1C=C2CC[C@@H](C2=CC1)NC(C1=CN=C(C=C1)C)=O